4-azidosalicylamide N(=[N+]=[N-])C=1C=C(C(C(=O)N)=CC1)O